5-hydroxy-deoxyuridine OC=1C(NC(N([C@H]2C[C@H](O)[C@@H](CO)O2)C1)=O)=O